tert-butyl (4R)-2,2-dimethyl-4-(3-methyl-2-oxo-1H-benzimidazol-4-yl)piperidine-1-carboxylate CC1(N(CC[C@H](C1)C1=CC=CC=2NC(N(C21)C)=O)C(=O)OC(C)(C)C)C